FC(CN(C)CC1=C(C=CC(=N1)NC=1C=CC(=C2CNC(C12)=O)C1=CN=C2N1C=CC(=C2)F)[C@@H]2COCC2)F (R)-7-((6-(((2,2-difluoroethyl)(methyl)amino)methyl)-5-(tetrahydrofuran-3-yl)pyridin-2-yl)amino)-4-(7-fluoroimidazo[1,2-a]pyridin-3-yl)isoindolin-1-one